NC1=C(CS(=O)(=O)[O-])C=CC(=C1)N.[Na+] sodium 2,4-diaminotoluenesulfonate